4-Glucosyloxy-2',4'-dihydroxyl-3'-isopentenyl-chalcone C1([C@H](O)[C@@H](O)[C@H](O)[C@H](O1)CO)OC1=CC=C(C=C1)\C=C\C(=O)C1=C(C(=C(C=C1)O)CCC(=C)C)O